4-(8-methyl-5,6,7,8-tetrahydro-1,6-naphthyridin-2-yl)piperazine-1-carboxylic acid tert-butyl ester C(C)(C)(C)OC(=O)N1CCN(CC1)C1=NC=2C(CNCC2C=C1)C